BrC1=CC2=C(N=C(N=C2NCC=2N=NC(=CC2)C)Cl)N=C1 6-bromo-2-chloro-N-((6-methylpyridazin-3-yl)methyl)pyrido[2,3-d]Pyrimidin-4-amine